4-(benzimidazolin-2-one-5-yl)-N2-[3-methyl-2-(4-methylpiperazin-1-yl)pyridin-5-yl]-5-methylpyrimidine-2,4-diamine N1C(NC2=C1C=CC(=C2)C2(NC(=NC=C2C)NC=2C=C(C(=NC2)N2CCN(CC2)C)C)N)=O